2,2'-methylenebis[6-(2H-benzotriazol-2-yl)-4-tert-octylphenol] C(C1=C(C(=CC(=C1)C(C)(C)CC(C)(C)C)N1N=C2C(=N1)C=CC=C2)O)C2=C(C(=CC(=C2)C(C)(C)CC(C)(C)C)N2N=C1C(=N2)C=CC=C1)O